1-(cyclohexylmethyl)-1H-pyrazol C1(CCCCC1)CN1N=CC=C1